1-tert-Butyl 3-methyl (±)-trans-4-(tetrahydro-2H-pyran-4-yl)pyrrolidine-1,3-dicarboxylate O1CCC(CC1)[C@H]1[C@@H](CN(C1)C(=O)OC(C)(C)C)C(=O)OC |r|